benzyl 2-(N-[(2R)-2-cyanopyrrolidine-1-carbonyl]-4-cyclopropyl-2-fluoro-anilino)-2-[4-(trifluoromethyl)-3-pyridyl]acetate C(#N)[C@@H]1N(CCC1)C(=O)N(C1=C(C=C(C=C1)C1CC1)F)C(C(=O)OCC1=CC=CC=C1)C=1C=NC=CC1C(F)(F)F